COCC1=NC2=CC(=CC(=C2N=C1)C=1SC2=C(N1)C=CC(=C2)OCCN)C 2-(2-(2-(methoxymethyl)-7-methylquinoxalin-5-yl)benzo[d]thiazol-6-yloxy)ethanamine